3-(difluoromethyl)-2-fluoro-4-{[1,2,4]triazolo[1,5-a]pyridin-7-yloxy}aniline FC(C=1C(=C(N)C=CC1OC1=CC=2N(C=C1)N=CN2)F)F